C(#N)C1=C(C=C(C=C1)C(F)(F)F)NC(CC(=O)OCC)=O ethyl 3-((2-cyano-5-(trifluoromethyl)phenyl)amino)-3-oxopropanoate